BrC1=CC(=C(C=C1)N1C(N=CC=C1)=O)F 1-(4-bromo-2-fluorophenyl)pyrimidin-2(1H)-one